FC=1C=C(NC2=CC=C(C(=N2)C(=O)NCC2=NN(C=C2C(F)F)C)OC)C=C(C1)F 6-(3,5-difluoroanilino)-N-[[4-(difluoromethyl)-1-methyl-pyrazol-3-yl]methyl]-3-methoxy-pyridine-2-carboxamide